2-(((1-benzylpiperidin-4-yl)oxy)methyl)-3-methylbutanoate C(C1=CC=CC=C1)N1CCC(CC1)OCC(C(=O)[O-])C(C)C